6-Hydroxy-1-methylindole-2,3-dione OC1=CC=C2C(C(N(C2=C1)C)=O)=O